COC=1C=C(C=CC1C)NC(=O)C1CCC(CC1)NCC1=C(C=CC=C1[N+](=O)[O-])OC (1s,4s)-N-(3-methoxy-4-methylphenyl)-4-(2-methoxy-6-nitrobenzylamino)cyclohexanecarboxamide